diethyl (3-(3-((2-amino-4-(butylamino)-6-methylpyrimidin-5-yl)methyl)-4-methoxybenzamido) propyl)phosphonate NC1=NC(=C(C(=N1)NCCCC)CC=1C=C(C(=O)NCCCP(OCC)(OCC)=O)C=CC1OC)C